1-[(4-vinylphenyl)methyl]piperidine C(=C)C1=CC=C(C=C1)CN1CCCCC1